tert-Butyl 4-((4-(tert-butyl)-2-iodophenoxy)methyl)piperidine-1-carboxylate C(C)(C)(C)C1=CC(=C(OCC2CCN(CC2)C(=O)OC(C)(C)C)C=C1)I